4-(6-(difluoromethyl)-3-methoxypyridazin-4-yl)-6-methylnicotinic acid FC(C1=CC(=C(N=N1)OC)C1=CC(=NC=C1C(=O)O)C)F